2-(3',5'-ditert-butyl-2'-hydroxyphenyl)-5-chlorobenzotriazole C(C)(C)(C)C=1C(=C(C=C(C1)C(C)(C)C)N1N=C2C(=N1)C=CC(=C2)Cl)O